1-(4-chlorobenzyl)-3-(4-(pyridin-3-yl)phenyl)urea ClC1=CC=C(CNC(=O)NC2=CC=C(C=C2)C=2C=NC=CC2)C=C1